4-(5,6-difluoro-4-(1-fluoroethyl)pyridin-3-yl)-2-methyl-5-oxo-1,4,5,7-tetrahydrofurano[3,4-b]pyridine-3-carboxylic acid methyl ester COC(=O)C=1C(C2=C(NC1C)COC2=O)C=2C=NC(=C(C2C(C)F)F)F